CC(C(=O)OC=1C(=NC=CC1OC)C(N[C@H](C(=O)O[C@H]([C@@H](C)C1=C(C=C(C=C1)F)C)C)C)=O)C [2-[[(1S)-2-[(1S,2S)-2-(4-fluoro-2-methyl-phenyl)-1-methyl-propoxy]-1-methyl-2-oxo-ethyl] carbamoyl]-4-methoxy-3-pyridinyl] 2-methylpropionate